FC1=C(C=C(C(=C1)OC)C(N[C@@H]1[C@H]2C=C[C@@H]([C@@H]1C(NC1=CC(=CC=C1)S(=O)(=O)C(F)(F)F)=O)C2)=O)C2=CC(=NC=C2)C(=O)OC(C)(C)C |r| rac-tert-Butyl 4-(2-fluoro-4-methoxy-5-(((1R,2R,3S,4S)-3-((3-((trifluoromethyl)sulfonyl)phenyl)carbamoyl)bicyclo[2.2.1]hept-5-en-2-yl)carbamoyl)phenyl)picolinate